2-(3,5-dichloro-4-((2'-oxospiro[cyclopropane-1,3'-indoline]-5'-yl)methyl)phenyl)-3,5-dioxo-2,3,4,5-tetrahydro-1,2,4-triazine-6-carbonitrile ClC=1C=C(C=C(C1CC=1C=C2C3(C(NC2=CC1)=O)CC3)Cl)N3N=C(C(NC3=O)=O)C#N